2-(((2R,3S,4R,5R)-5-(6-amino-2-chloro-9H-purin-9-yl)-3-ethynyl-3,4-dihydroxytetrahydrofuran-2-yl)methoxy)-2-ethylmalonic acid NC1=C2N=CN(C2=NC(=N1)Cl)[C@H]1[C@@H]([C@@]([C@H](O1)COC(C(=O)O)(C(=O)O)CC)(O)C#C)O